[Cl-].C(C)N(CCO)CC 2-(diethylamino)ethanol chloride